1-oxacyclopentadec-6-en-3-one O1CC(CCC=CCCCCCCCC1)=O